tert-butyl ((6-aminopyridin-2-yl)methyl)(methyl)carbamate NC1=CC=CC(=N1)CN(C(OC(C)(C)C)=O)C